C(C)N(S(=O)(=O)C=1C=NC=C(C(=O)N)C1)[C@H](C(F)(F)F)C1=CC=C(C=C1)F (S)-5-(N-ethyl-N-(2,2,2-trifluoro-1-(4-fluorophenyl)ethyl)sulfamoyl)nicotinamide